2-[3-[4-(cyclopropylcarbamoyl)-3-(difluoromethoxy)-5-methoxyphenyl]imidazo[1,2-a]pyridin-7-yl]-2,2-difluoro-acetic acid C1(CC1)NC(=O)C1=C(C=C(C=C1OC)C1=CN=C2N1C=CC(=C2)C(C(=O)O)(F)F)OC(F)F